N1(C=CC=C1)CCC(=O)O 3-(1H-pyrrol-1-yl)propanoic acid